ClC=1C=NC(=C(C(=O)NC2CCC(CC2)CN2C(C(C3=CC=CC=C23)(O)C2=NC=C(C=C2F)F)=O)C1)C(F)F 5-chloro-2-(difluoromethyl)-N-((1r,4r)-4-((3-(3,5-difluoropyridin-2-yl)-3-hydroxy-2-oxoindolin-1-yl)methyl)cyclohexyl)nicotinamide